Lithium bis((perfluorohexyl)sulfonyl)amide FC(C(C(C(C(C(F)(F)F)(F)F)(F)F)(F)F)(F)F)(S(=O)(=O)[N-]S(=O)(=O)C(C(C(C(C(C(F)(F)F)(F)F)(F)F)(F)F)(F)F)(F)F)F.[Li+]